FC(C(C(C)(C)NC(OC(C)(C)C)=O)N1CCNCC1)(F)F tert-butyl (4,4,4-trifluoro-2-methyl-3-(piperazin-1-yl)butan-2-yl)carbamate